1,3-dimethyl-N-(3-(3-(pyridin-3-yl)phenyl)propyl)-1H-pyrazole-5-carboxamide CN1N=C(C=C1C(=O)NCCCC1=CC(=CC=C1)C=1C=NC=CC1)C